triaminotrimethylolpropane triacrylate C(C=C)(=O)O.C(C=C)(=O)O.C(C=C)(=O)O.NC(CC(CO)(CO)CO)(N)N